P(=O)(OC[N+]1=C(C(=CC=C1)C1=CC(=NO1)CC1=CC=C(C=C1)CNC1=CC(=CC=C1)N=[N+]=[N-])N)(O)[O-] (2-amino-3-(3-(4-(((3-azidophenyl)amino)methyl)benzyl) isoxazol-5-yl)pyridin-1-ium-1-yl)methyl hydrogen phosphate